3-nitro-4-[(oxan-4-ylmethyl)amino]benzene [N+](=O)([O-])C=1C=CC=CC1NCC1CCOCC1